3-(1-methyl-1H-pyrazol-4-yl)-N-(4-(4-(4-methylpiperazin-1-yl)-4-oxobutyl)-1-phenyl-1H-imidazol-2-yl)benzamide (2r,3r)-2,3-dihydroxysuccinate O[C@@H](C(=O)O)[C@H](C(=O)O)O.CN1N=CC(=C1)C=1C=C(C(=O)NC=2N(C=C(N2)CCCC(=O)N2CCN(CC2)C)C2=CC=CC=C2)C=CC1